N-(benzo[d]thiazol-5-yl)-1-((2,3-dihydrobenzofuran-5-yl)sulfonyl)-3-fluoropiperidine-4-carboxamide S1C=NC2=C1C=CC(=C2)NC(=O)C2C(CN(CC2)S(=O)(=O)C=2C=CC1=C(CCO1)C2)F